6-(3-Fluoro-4-methoxyphenyl)-1-methyl-5-nitro-1H-indazole FC=1C=C(C=CC1OC)C1=C(C=C2C=NN(C2=C1)C)[N+](=O)[O-]